C(C1=CC=CC=C1)OCC(=O)N1CC(N(CC1)C(=O)OC(C)(C)C)(C)C tert-butyl 4-(2-(benzyloxy) acetyl)-2,2-dimethylpiperazine-1-carboxylate